4,6-dichloro-2-(perfluoroethyl)quinoline ClC1=CC(=NC2=CC=C(C=C12)Cl)C(C(F)(F)F)(F)F